tert-butyl 5-((2R,3R)-7-carbamoyl-2,3-dimethylindolin-4-yl)-3,4-dihydroisoquinoline-2(1H)-carboxylate C(N)(=O)C=1C=CC(=C2[C@H]([C@H](NC12)C)C)C1=C2CCN(CC2=CC=C1)C(=O)OC(C)(C)C